C(C)(C)(C)OC(=O)N1[C@@H](CCC1)C=1C=CC=C2CCNC(C12)CC1=NC(=CC=C1)C=1C=C2C(=NC1)NC=C2C (S)-2-(6-(3-Methyl-1H-pyrrolo[2,3-b]pyridin-5-yl)-2-pyridylmethyl-1,2,3,4-tetrahydroisoquinolin-8-yl)Pyrrolidine-1-carboxylic acid tert-butyl ester